BrC=1C(=C(C=CC1)SCCC(=O)OC)F methyl 3-((3-bromo-2-fluorophenyl)thio)propanoate